C(CCCCCCCCCCCCCCCCC)P(O)(O)OP(O)O.OCC(CO)(CO)CO pentaerythritol stearyl-diphosphite